1-(4-(bromomethyl)phenyl)ethan-1-one tert-butyl-(4S)-4-[3-amino-4-(5-bromo-2-pyridyl)butyl]-2,2-dimethyl-pyrrolidine-1-carboxylate C(C)(C)(C)OC(=O)N1C(C[C@@H](C1)CCC(CC1=NC=C(C=C1)Br)N)(C)C.BrCC1=CC=C(C=C1)C(C)=O